N-(2-fluorophenyl)-6-methoxy-2-(2-pyridyl)-5-(trifluoromethyl)-4-pyrimidinamine FC1=C(C=CC=C1)NC1=NC(=NC(=C1C(F)(F)F)OC)C1=NC=CC=C1